ClC=1C=C(C=CC1N1N=CC=C1)NC(=O)C=1C=NN(C1C(F)(F)F)C1=CN=C2C3=C(C=CC=C13)C(N2)=C=O N-(3-chloro-4-(1H-pyrazol-1-yl)phenyl)-1-(2-carbonyl-1,2-dihydropyrrolo[4,3,2-ij]Isoquinolin-6-yl)-5-(trifluoromethyl)-1H-pyrazole-4-carboxamide